N[C@H](C(=O)O)CC=1C=NC(=NC1)OCC1=CC=CC=C1 (S)-2-amino-3-(2-(benzyloxy)pyrimidin-5-yl)propanoic acid